ON1C(=CC(C(=C1)O)=O)CON=CC1=C(N2C(CC2SC1)=O)C(=O)O 3-[(1,5-dihydroxy-4-oxo-2-pyridinyl)methoxyiminomethyl]-8-oxo-5-thia-1-azabicyclo[4.2.0]oct-2-ene-2-carboxylic acid